tert-butyl (1S,4S)-5-[4-[3-chloro-4-(1-cyanocyclopropyl)-2-fluoro-anilino]-7-fluoro-pyrido[3,2-d]pyrimidin-6-yl]-2,5-diazabicyclo[2.2.1]heptane-2-carboxylate ClC=1C(=C(NC=2C3=C(N=CN2)C=C(C(=N3)N3[C@@H]2CN([C@H](C3)C2)C(=O)OC(C)(C)C)F)C=CC1C1(CC1)C#N)F